ClC1=NC=C(C(=N1)NC1=C(C=CC(=C1)[N+](=O)[O-])F)C(=O)OCC ethyl 2-chloro-4-((2-fluoro-5-nitrophenyl)amino)pyrimidine-5-carboxylate